1-((1S,4S)-4-(((2-(1-(4-chloro-3-(2,4-dioxotetrahydropyrimidine-1(2H)-yl)benzoyl)piperidin-4-yl)ethyl)(methyl)amino)methyl)-4-hydroxycyclohexyl)-3-(difluoromethyl)-1H-pyridine ClC1=C(C=C(C(=O)N2CCC(CC2)CCN(C)CC2(CCC(CC2)N2CC(=CC=C2)C(F)F)O)C=C1)N1C(NC(CC1)=O)=O